[B].[Zn].[Sr] strontium-zinc-boron